O1C(=NC=C1)C1CCN(CC1)C1CC2(C1)CN(CC2)C(=O)OCC ethyl 2-[4-(1,3-oxazol-2-yl)piperidin-1-yl]-6-azaspiro[3.4]octane-6-carboxylate